OC1=CC=2C(C3=CC=C(C=C3CC2C=C1)O)=O 2,6-dihydroxyanthracen-9(10H)-one